t-octylperoxy-sec-butyl monocarbonate C(OC(C)(CC)OOC(C)(C)CC(C)(C)C)([O-])=O